C(C1=CC=CC=C1)OC1=CC(=NC2=CC=NC(=C12)Cl)C=1C(=NC(=C(C1)C)C(F)(F)F)N1CCC(CCC1)(F)F 4-Benzyloxy-5-chloro-2-[2-(4,4-difluoroazepan-1-yl)-5-methyl-6-(trifluoromethyl)-3-pyridyl]-1,6-naphthyridine